C(#N)[C@H](CC1=C(C=C(C=C1)C1=CN(C(C=C1)=O)C)F)NC(=O)[C@H]1OCCCNC1 (S)-N-((S)-1-cyano-2-(2-fluoro-4-(1-methyl-6-oxo-1,6-dihydropyridin-3-yl)phenyl)ethyl)-1,4-oxazepane-2-carboxamide